BrC=1C=C2C=CNC2=C(C1F)F 5-bromo-6,7-difluoro-1H-indole